5-(2-(4-(tert-butyl)-1H-imidazol-1-yl)-5-nitrophenyl)-2-trityl-2H-tetrazole C(C)(C)(C)C=1N=CN(C1)C1=C(C=C(C=C1)[N+](=O)[O-])C=1N=NN(N1)C(C1=CC=CC=C1)(C1=CC=CC=C1)C1=CC=CC=C1